C(C)[C@]1(C(OCC=2C(N3CC=4C(=NC=5C=C(C(=CC5C4CNS(=O)(=O)C4=CC=C(C=C4)[N+](=O)[O-])OC)F)C3=CC21)=O)=O)O (S)-N-((4-ethyl-8-fluoro-4-hydroxy-9-methoxy-3,14-dioxo-3,4,12,14-tetrahydro-1H-pyrano[3',4':6,7]indolizino[1,2-b]quinolin-11-yl)methyl)-4-nitrobenzenesulfonamide